FC(C1=CC=C(C=N1)C1CCC(CC1)N1CCC2(CS(C2)(=O)=O)CC1)(F)F 7-((1s,4s)-4-(6-(Trifluoromethyl)pyridin-3-yl)cyclohexyl)-2-thia-7-azaspiro[3.5]nonane 2,2-dioxide